5-Fluoro-6-(2-methoxyethoxy)-1H-indazole FC=1C=C2C=NNC2=CC1OCCOC